propoxytitanium dichloride [Cl-].[Cl-].C(CC)O[Ti+2]